[Li].C(OC)(OCC)=O methyl ethyl carbonate, lithium salt